BrC=1C(=NN(C1)C=1C=CC=NC1)C1=CC=NC=C1 5-[4-bromo-3-(pyridin-4-yl)pyrazol-1-yl]pyridin